3-(3-chloro-5-(5-methyl-1,2,4-oxadiazol-3-yl) benzoylamino)-4-methylthiazole-5-carboxylate ClC=1C=C(C(=O)NN2CSC(=C2C)C(=O)[O-])C=C(C1)C1=NOC(=N1)C